N1CC12CCCC2 azaspiro[2.4]heptan